methyl 4-(3-(3-methoxy-3-oxopropyl)pyrazin-2-yl)benzoate COC(CCC=1C(=NC=CN1)C1=CC=C(C(=O)OC)C=C1)=O